ClC1=NC=C(C(=N1)C=1C=CC(=C(C1)NCCCOC=1C=C(C[S@](=O)(C)=NC(OC(C)(C)C)=O)C=C(C1)[N+](=O)[O-])F)F |r| (rac)-tert-butyl {[3-(3-{[5-(2-chloro-5-fluoropyrimidin-4-yl)-2-fluorophenyl]amino}propoxy)-5-nitrobenzyl](methyl)oxido-λ6-sulfanylidene}carbamate